O1CCN(CC1)C(COC1=CC=C(C=C1)CC(=O)OC)C methyl 2-[4-(2-morpholinopropoxy)phenyl]acetate